COC1=C(C=CC(=C1)C(NC)=O)NCC#CC=1N(C2=CC=CC(=C2C1)NC1CCN(CC1)C(CCC(=O)O)=O)CC(F)(F)F 4-(4-((2-(3-((2-Methoxy-4-(methylcarbamoyl)phenyl)amino)prop-1-yn-1-yl)-1-(2,2,2-trifluoroethyl)-1H-indol-4-yl)amino)piperidin-1-yl)-4-oxobutanoic acid